C1(=CC=C(C=C1)S(=O)(=O)O)C1=CC=CC=C1 (1,1'-Biphenyl)-4-sulfonic acid